C(C1=CC=CC=C1)N1N=CC(=C1)C(=O)N1CC2(CN(C2)C2=NN=NN2)[C@@H](C1)C(=O)N[C@H](C(=O)NC)[C@@H](C)OCC1CCCCC1 (S)-6-(1-benzyl-1H-pyrazole-4-carbonyl)-N-((2S,3R)-3-(cyclohexylmethoxy)-1-(methylamino)-1-oxobutan-2-yl)-2-(1H-tetrazol-5-yl)-2,6-diazaspiro[3.4]octane-8-carboxamide